1-Palmitoyl-2-(16-Fluoropalmitoyl)-sn-Glycero-3-Phosphocholine C(CCCCCCCCCCCCCCC)(=O)OC[C@@H](OC(CCCCCCCCCCCCCCCF)=O)COP(=O)([O-])OCC[N+](C)(C)C